N-(1-cyanocyclopropyl)-1-((1,3-dihydroisobenzofuran-5-yl)methyl)-3-((1-methyl-1H-pyrazole-4-yl)methyl)-2,4-Dioxo-1,2,3,4-tetrahydrothieno[2,3-d]pyrimidin-6-sulfonamide C(#N)C1(CC1)NS(=O)(=O)C1=CC2=C(N(C(N(C2=O)CC=2C=NN(C2)C)=O)CC=2C=C3COCC3=CC2)S1